5-(1-(3,5-Dichloropyridin-4-yl)ethoxy-2,2,2-d3)-3-iodo-1-(tetrahydro-2H-pyran-2-yl)-1H-indazole ClC=1C=NC=C(C1C(C([2H])([2H])[2H])OC=1C=C2C(=NN(C2=CC1)C1OCCCC1)I)Cl